(3S)-3-(3-chlorophenyl)-3-{[4-(3,6-difluoro-2-methylphenyl)-5-(4-methoxybenzoyl)-1-methylpyrrol-3-yl]formamido}propanamide ClC=1C=C(C=CC1)[C@H](CC(=O)N)NC(=O)C1=CN(C(=C1C1=C(C(=CC=C1F)F)C)C(C1=CC=C(C=C1)OC)=O)C